C(CCCCCCC)(=O)N1CC=CC(=C1)C1NCCC1 N-octanoyl-demethyl-nicotine